N[C@](C(=O)OC(C)C)(CC(C)(C)C)C1=CC=C(C=C1)C1=NN=NN1C isopropyl (R)-2-amino-4,4-dimethyl-2-(4-(1-methyl-1H-tetrazol-5-yl)phenyl)pentanoate